Dimethyl-Pyridinamine CC1=C(C(=NC=C1)N)C